2-((3,5-dicyano-6-(4-((2S,5S)-2,5-dimethylpyrrolidin-1-yl)piperidin-1-yl)-4-ethylpyridin-2-yl)sulfanyl)-2-phenylacetamide C(#N)C=1C(=NC(=C(C1CC)C#N)N1CCC(CC1)N1[C@H](CC[C@@H]1C)C)SC(C(=O)N)C1=CC=CC=C1